t-pentanol C(C)(C)(CC)O